C1(=CC=CC=C1)N1CCCC2=CC=CC=C12 (S)-1-phenyl-1,2,3,4-tetrahydroquinoline